F[B-](F)(F)F.C(CCC)N1C=[N+](C=C1)NCCC 1-Butyl-3-Propylamino-imidazolium tetrafluoroborat